3-((3-(ethoxymethyl)-3-(2-(5-methylthiophen-3-yl)ethyl)pyrrolidin-1-yl)methyl)pyridine C(C)OCC1(CN(CC1)CC=1C=NC=CC1)CCC1=CSC(=C1)C